Cl.C(C1=CC=CC=C1)OC(=O)N1CCC(CC1)NC(C1=C(C=CC(=C1)F)CN)=O 4-[2-(aminomethyl)-5-fluorobenzamido]piperidine-1-carboxylic acid benzyl ester hydrochloride